C1(CCCC1)N1N=C(C=C1C1=C(C=CC=C1)C(F)(F)F)C(=O)N[C@H](CC(=O)OCC1=CC=CC=C1)C(NC1CCOCC1)=O (R)-benzyl 3-(1-cyclopentyl-5-(2-(trifluoromethyl)phenyl)-1H-pyrazole-3-carboxamido)-4-oxo-4-((tetrahydro-2H-pyran-4-yl)amino)butanoate